C1(CC1)CN1C(=CC=2C1=NC=CC2)C2=NN1C(C(=NC(=C1)C(=O)N1CC3(C1)CNC3)OC)=C2C (2-(1-(Cyclopropylmethyl)-1H-pyrrolo[2,3-b]pyridin-2-yl)-4-methoxy-3-methylpyrazolo[1,5-a]pyrazin-6-yl)(2,6-diazaspiro[3.3]heptan-2-yl)methanone